1,4-bis(allyloxy)but-2-yne C(C=C)OCC#CCOCC=C